CN(C1CN(C1)C=1C(=C(C(=O)N[C@H](C)C2=CC(=CC(=C2)C=2C=NN(C2)C)OCC(=O)NC)C=CC1)C)C [3-(dimethylamino)azetidin-1-yl]-2-methyl-N-[(1R)-1-[3-[2-(methylamino)-2-oxo-ethoxy]-5-(1-methylpyrazol-4-yl)phenyl]ethyl]benzamide